1-(2,2,2-trichloroethyl) 4-(1-(4-(trifluoromethyl)phenyl)ethyl) 2-methylenesuccinate C=C(C(=O)OCC(Cl)(Cl)Cl)CC(=O)OC(C)C1=CC=C(C=C1)C(F)(F)F